3-methoxy-N-methyl-N-(1-methylpiperidin-4-yl)benzamide COC=1C=C(C(=O)N(C2CCN(CC2)C)C)C=CC1